C1(CCCC1)P(C1=CC=CC=C1)C1=CC=CC=C1.[Fe] iron cyclopentyl-(diphenyl)phosphine